2-((2-cyclopropylthiazol-5-yl)methyl)-6-(2-(2,2,2-trifluoroethoxy)pyrimidin-5-yl)pyridazine-3(2H)-one C1(CC1)C=1SC(=CN1)CN1N=C(C=CC1=O)C=1C=NC(=NC1)OCC(F)(F)F